(5-methyl-1H-benzo[d]imidazol-2-yl)pyrrolidine-1-carboxamidine hydrochloride Cl.CC1=CC2=C(NC(=N2)C2N(CCC2)C(=N)N)C=C1